C(CC(C)C)(=O)O.CC(CC(=O)O)C 3-methylbutyric acid (isovalerate)